Ethyl 6-(4-chloro-3-methylphenyl)-4-oxo-3-(propan-2-yl)-4,5-dihydropyrazolo[1,5-a]pyrazine-2-carboxylate ClC1=C(C=C(C=C1)C=1NC(C=2N(C1)N=C(C2C(C)C)C(=O)OCC)=O)C